3-((6-Methyl-5-nitropyridin-2-yl)oxy)benzonitrile CC1=C(C=CC(=N1)OC=1C=C(C#N)C=CC1)[N+](=O)[O-]